ClCCN(C1=CC2=C(N(C(=N2)C[C@@H](C(=O)N[C@H](C(=O)OCC)C(C)C)NC(=O)OC(C)(C)C)C)C=C1)CCCl Ethyl (2S)-2-[[(2S)-3-[5-[bis(2-chloroethyl)amino]-1-methyl-benzimidazol-2-yl]-2-(tert-butoxycarbonylamino)propanoyl]amino]-3-methyl-butanoate